1-((2-(trimethylsilyl)ethoxy)-methyl)-1H-pyrrolo[2,3-b]pyridine C[Si](CCOCN1C=CC=2C1=NC=CC2)(C)C